5-(1-methylpyrazol-3-yl)-2-(trifluoromethyl)benzaldehyde CN1N=C(C=C1)C=1C=CC(=C(C=O)C1)C(F)(F)F